COC1=C(C=CC(=C1)OC)CNC=1N=CC2=C(N1)N(C(C(=C2)N2CCN(C1=C(C=CC=C21)C)C(=O)OCC2=CC=CC=C2)=O)C2=CC=C(C=C2)CN2CCOCC2 benzyl 4-[2-[(2,4-dimethoxyphenyl)methylamino]-8-[4-(morpholinomethyl)phenyl]-7-oxo-pyrido[2,3-d]pyrimidin-6-yl]-8-methyl-2,3-dihydroquinoxaline-1-carboxylate